rac-(cis)-1-(4-aminopyrimidin-2-yl)-3-fluoro-3,4-dimethylpiperidin-4-ol NC1=NC(=NC=C1)N1C[C@@]([C@](CC1)(O)C)(C)F